[C@H]12COC[C@@H]2C1NC(=O)C1=CC(=NN1[C@@H](C)C1=CC=CC=C1)C(=O)NC N5-((1R,5S,6r)-3-Oxabicyclo[3.1.0]hexan-6-yl)-N3-methyl-1-((S)-1-phenylethyl)-1H-pyrazole-3,5-dicarboxamid